6-[3-chloro-4-(cyclopropylmethoxy)phenyl]-N-[(5-methyl-2-morpholino-3-pyridyl)methyl]pyridazine-4-carboxamide ClC=1C=C(C=CC1OCC1CC1)C1=CC(=CN=N1)C(=O)NCC=1C(=NC=C(C1)C)N1CCOCC1